FC(C)(F)C=1C=C(C=CC1)C(C)(O)C1=CC=C(C=C1)B1OC(C(O1)(C)C)(C)C 1-(3-(1,1-difluoroethyl)phenyl)-1-(4-(4,4,5,5-tetramethyl-1,3,2-dioxaborolan-2-yl)phenyl)ethanol